methyl 3-(1-hydroxycyclohexyl)-2-methylpropionate OC1(CCCCC1)CC(C(=O)OC)C